N-(2-methoxy-4-(4-(4-methylpiperazin-1-yl)piperidin-1-yl)phenyl)-6-(3-phenylbenzo[d]isoxazol-2(3H)-yl)pyrimidin-4-amine COC1=C(C=CC(=C1)N1CCC(CC1)N1CCN(CC1)C)NC1=NC=NC(=C1)N1OC2=C(C1C1=CC=CC=C1)C=CC=C2